(S)-2-(2-((3'-(1-aminoethyl)-5-(2-oxa-9-azaspiro[5.5]undecan-9-yl)-[1,1'-biphenyl]-3-yl)methoxy)phenyl)acetic acid N[C@@H](C)C=1C=C(C=CC1)C1=CC(=CC(=C1)N1CCC2(CCCOC2)CC1)COC1=C(C=CC=C1)CC(=O)O